N5-((1R,5S,6r)-3-Oxabicyclo[3.1.0]hexan-6-yl)-1-((S)-1-(3-fluorophenyl)ethyl)-N3-methyl-1H-pyrazole-3,5-dicarboxamide [C@H]12COC[C@@H]2C1NC(=O)C1=CC(=NN1[C@@H](C)C1=CC(=CC=C1)F)C(=O)NC